6-methyl-3-nitro-2-oxo-1,2-dihydropyridine-4-carboxylic acid ethyl ester C(C)OC(=O)C1=C(C(NC(=C1)C)=O)[N+](=O)[O-]